4-(3-isobutyl-6-(N-(1-methylcyclopropyl)sulfamoyl)imidazo[1,2-a]pyridin-8-yl)-N,N-dimethylpiperazine-1-carboxamide C(C(C)C)C1=CN=C2N1C=C(C=C2N2CCN(CC2)C(=O)N(C)C)S(NC2(CC2)C)(=O)=O